(3S,4R)-3-ethyl-4-(3-(2-(3-phenoxyphenyl)propanoyl)-3H-imidazo[1,2-a]pyrrolo[2,3-e]pyrazin-8-yl)-N-(2,2,2-trifluoroethyl)pyrrolidine-1-carboxamide C(C)[C@@H]1CN(C[C@@H]1C1=CN=C2N1C1=C(N=C2)N(C=C1)C(C(C)C1=CC(=CC=C1)OC1=CC=CC=C1)=O)C(=O)NCC(F)(F)F